C(#N)C1=CC(=NC(=C1)N1C=NC=C1)C(=O)NC1CCC(CC1)OCCOC 4-cyano-6-(1H-imidazol-1-yl)-N-((1r,4r)-4-(2-methoxyethoxy)cyclohexyl)pyridinecarboxamide